2-(3-(5-(((tert-butoxycarbonyl)amino)methyl)-1-oxoisoindolin-2-yl)-2,6-dioxopiperidin-1-yl)acetic acid C(C)(C)(C)OC(=O)NCC=1C=C2CN(C(C2=CC1)=O)C1C(N(C(CC1)=O)CC(=O)O)=O